FC1=C2C=CC=NC2=CC=C1NC1=NC=NC2=CC(=CC(=C12)O[C@@H](COC(C1=CC=CC=C1)(C1=CC=CC=C1)C1=CC=C(C=C1)OC)C)C=1C=NN(C1)C (R)-N-(5-fluoroquinolin-6-yl)-5-((1-((4-methoxyphenyl)diphenylmethoxy)propan-2-yl)oxy)-7-(1-methyl-1H-pyrazol-4-yl)quinazolin-4-amine